tert-Butyl (R)-cyclopropyl(1-(5-((8-fluoro-2-(fluoromethyl)imidazo[1,2-a]pyridin-6-yl)carbamoyl)pyrazin-2-yl)pyrrolidin-3-yl)carbamate C1(CC1)N(C(OC(C)(C)C)=O)[C@H]1CN(CC1)C1=NC=C(N=C1)C(NC=1C=C(C=2N(C1)C=C(N2)CF)F)=O